ISOPROPYLCYCLOHEXANE C(C)(C)C1CCCCC1